N-[(1S)-1-[[(1S)-1-[5-(2,4-difluorophenyl)-1H-imidazol-2-yl]ethyl]carbamoyl]-3-oxo-3-pyrrolidin-1-yl-propyl]-4-methyl-pentanamide FC1=C(C=CC(=C1)F)C1=CN=C(N1)[C@H](C)NC(=O)[C@H](CC(N1CCCC1)=O)NC(CCC(C)C)=O